3,6-bis-(9-isocyanatononyl)-4,5-bis-(1-heptenyl)-cyclohexene N(=C=O)CCCCCCCCCC1C=CC(C(C1C=CCCCCC)C=CCCCCC)CCCCCCCCCN=C=O